6-(difluoromethyl)-2-(1H-imidazol-1-yl)-N-((1r,4r)-4-(2-methoxyethoxy)cyclohexyl)pyrimidine-4-carboxamide FC(C1=CC(=NC(=N1)N1C=NC=C1)C(=O)NC1CCC(CC1)OCCOC)F